Phenyl (phenylphosphonate) C1(=CC=CC=C1)P(OC1=CC=CC=C1)([O-])=O